N1[C@H](CCC1)CCO (R)-2-(pyrrolidin-2-yl)ethan-1-ol